(R)-5-(4-(3-fluoropropyl)-2-methylpiperazin-1-yl)-2-(4-isopropyl-5-(8-methoxy-[1,2,4]triazolo[1,5-a]pyridin-6-yl)-1H-pyrazol-3-yl)thiazole FCCCN1C[C@H](N(CC1)C1=CN=C(S1)C1=NNC(=C1C(C)C)C=1C=C(C=2N(C1)N=CN2)OC)C